FC=1C(=C(OC2(CC(NC2)C(=O)O)C(=O)O)C=C(C1)F)[N+](=O)[O-] 4-(3,5-difluoro-2-nitrophenoxy)pyrrolidine-2,4-dicarboxylic acid